Methyl (E)-3-(3-methoxyphenyl)-2-[(2-methylpropan-2-yl)oxycarbonylamino]-3-(5-nitroisoquinolin-6-yl)prop-2-enoate COC=1C=C(C=CC1)\C(=C(\C(=O)OC)/NC(=O)OC(C)(C)C)\C=1C(=C2C=CN=CC2=CC1)[N+](=O)[O-]